FC1=CC=C(OC2=CC=C(C=C2)C2CN(C2)C(=O)N2C[C@@H](CC2)N2N=NN=C2)C=C1 [3-[4-(4-Fluorophenoxy)phenyl]azetidin-1-yl]-[(3R)-3-(tetrazol-1-yl)pyrrolidin-1-yl]methanone